FC1=C(C(=CC(=C1)Br)C)I 2-fluoro-4-bromo-6-methyl-iodobenzene